C(C)(C)(C)OC(=O)N1C(C2=CC=C(C=C2CC1)OCC(=O)OCC)CCC 6-(2-ethoxy-2-oxoethoxy)-1-propyl-3,4-dihydroisoquinoline-2(1H)-carboxylic acid tert-butyl ester